3-(5-fluoro-1-oxo-4-((4-(piperidin-1-ylmethyl)benzyl)thio)isoindolin-2-yl)piperidine-2,6-dione FC=1C(=C2CN(C(C2=CC1)=O)C1C(NC(CC1)=O)=O)SCC1=CC=C(C=C1)CN1CCCCC1